Phenyl-(S)-3-(4-(methylthio)phenyl)-3,4-dihydropyridine-1(2H)-carboxylate C1(=CC=CC=C1)OC(=O)N1C[C@@H](CC=C1)C1=CC=C(C=C1)SC